C1(CC1)CN(C1=C(C=C2C(=N1)COC2)C(=O)NC=2C=C1C(=CC(NC1=C(C2)OC)=O)C)C 2-[cyclopropylmethyl(methyl)amino]-N-(8-methoxy-4-methyl-2-oxo-1H-quinolin-6-yl)-5,7-dihydrofuro[3,4-b]pyridine-3-carboxamide